N[C@H](C(=O)N1[C@@H]([C@H]2C([C@H]2C1)(C)C)C(=O)O)C(C)(C)C (1R,2S,5S)-3-((S)-2-amino-3,3-dimethylbutyryl)-6,6-dimethyl-3-azabicyclo[3.1.0]Hexane-2-carboxylic acid